C(C)(C)(C)OC(=O)N1CC=2C=CC(=NC2CC1CC1CCCCC1)SCC1=CC=CC=C1 2-(Benzylsulfanyl)-7-(cyclohexylmethyl)-5,6,7,8-tetrahydro-1,6-naphthyridine-6-carboxylic acid tert-butyl ester